C(C=C)(=O)OCCCCCCCCCCC[Si](Cl)(Cl)Cl acryloyloxyundecyl-trichlorosilane